P([O-])([O-])[O-].[K+].[K+].[K+] potassium phosphite salt